dibenzyl (2S,3S,4R)-3-acetoxy-4-(4,7,10-tris(2-(tert-butoxy)-2-oxoethyl)-1,4,7,10-tetraazacyclododecan-1-yl)pyrrolidine-1,2-dicarboxylate C(C)(=O)O[C@@H]1[C@H](N(C[C@H]1N1CCN(CCN(CCN(CC1)CC(OC(C)(C)C)=O)CC(OC(C)(C)C)=O)CC(=O)OC(C)(C)C)C(=O)OCC1=CC=CC=C1)C(=O)OCC1=CC=CC=C1